2-(1-(4-chloropyridin-2-yl)-1H-pyrazol-3-yl)acetic acid ClC1=CC(=NC=C1)N1N=C(C=C1)CC(=O)O